C(C=C)(=O)N1C[C@@H](N(CC1)C=1C2=C(N=C(N1)OC[C@H]1N(CCC1)C)OC1(CC2)C(CC2=CC=CC=C21)C)CC#N 2-((2S)-4-acryloyl-1-(2-methyl-2'-(((S)-1-methylpyrrolidin-2-yl)methoxy)-2,3,5',6'-tetrahydrospiro[indene-1,7'-pyrano[2,3-d]pyrimidin]-4'-yl)piperazin-2-yl)acetonitrile